decyl 4-(((S)-2-hydroxypropyl)amino)butyrate O[C@H](CNCCCC(=O)OCCCCCCCCCC)C